(E)-N'-{[2-chloro-1-(2-methoxyethyl)-1H-indol-3-yl]methylene}-5-methylbenzofuran-2-carbohydrazide ClC=1N(C2=CC=CC=C2C1\C=N\NC(=O)C=1OC2=C(C1)C=C(C=C2)C)CCOC